C(C)(C)(C)OC(=O)N1[C@@H](CC[C@@H]1[C@H](O)C1=CC(=CC=C1)F)C[C@H]1CN(CCC1)C(=O)OC(C)(C)C tert-Butyl (S)-3-(((2S,5R)-1-(tert-butoxycarbonyl)-5-((R)-(3-fluorophenyl)-(hydroxy)methyl)pyrrolidin-2-yl)methyl)piperidine-1-carboxylate